FC(C(C(=O)O)(C)C)F 3,3-difluoro-2,2-dimethylpropanoic acid